2-(2-(ethylsulfanyl)-5,7-dimethylpyrazolo[1,5-a]pyrimidin-3-yl)-3-methyl-6-(trifluoromethyl)-3H-imidazo[4,5-b]pyridine C(C)SC1=NN2C(N=C(C=C2C)C)=C1C1=NC=2C(=NC=C(C2)C(F)(F)F)N1C